((3S,7aS)-3-((2,2,2-trifluoroethoxy)methyl)tetrahydro-1H-pyrrolizin-7a(5H)-yl)methanol hydrogen chloride salt Cl.FC(COC[C@@H]1CC[C@@]2(CCCN12)CO)(F)F